C1(=CC=CC=C1)C=1C(CCCC1)=O phenylcyclohex-2-enone